7-methyl-3'-mesyloxyguanosine C[N+]1=CN([C@H]2[C@H](O)[C@](O)([C@@H](CO)O2)OS(=O)(=O)C)C=2N=C(NC(C12)=O)N